CC=1C(=NC=C(C1)CC1=CC(=C(C=C1)F)Cl)N methyl-5-(3-chloro-4-fluorobenzyl)pyridin-2-amine